C(C1=CC=CC=C1)N1CC=2C(N(C=3N=CC=CC3C2CC1)CC1=C(C=CC=C1)F)=O 3-Benzyl-6-(2-fluorobenzyl)-2,3,4,6-tetrahydropyrido[3,4-c][1,8]naphthyridine-5(1H)-one